5,5'-trimethylenebis(1,2,3,4-tetrazole) N1N=NN=C1CCCC1=NN=NN1